(R)-4-amino-N-methyl-N-(7-(trifluoromethyl)-chroman-4-yl)imidazo-[1,5-a]quinoxaline-8-carboxamide NC=1C=2N(C3=CC(=CC=C3N1)C(=O)N([C@@H]1CCOC3=CC(=CC=C13)C(F)(F)F)C)C=NC2